C(CCCCCCCCC#N)#N Decandinitrile